C(C=C)(=O)N1[C@H](CN(CC1)C=1C2=C(N=C(N1)OC[C@H]1N(CCC1)C)CC(OC2)C2=CC=CC1=CC=CC(=C21)F)CC#N 2-((2S)-1-acryloyl-4-(7-(8-fluoronaphthalen-1-yl)-2-(((S)-1-methylpyrrolidin-2-yl)methoxy)-7,8-dihydro-5H-pyrano[4,3-d]pyrimidin-4-yl)piperazin-2-yl)acetonitrile